3,4-dimethoxy-4-chloro-benzophenone COC1C=C(C(=O)C2=CC=CC=C2)C=CC1(Cl)OC